FC1=C(C(=C(C(C1F)(B(O)O)F)F)F)C1=CC=CC=C1 2,3,4,5,6-pentafluoro-[1,1'-biphenyl]-4-boronic acid